N-cyclopropylpyrazolo[1,5-a]pyridine-7-carboxamide C1(CC1)NC(=O)C1=CC=CC=2N1N=CC2